L-NorLeucine N[C@@H](CCCC)C(=O)O